CC1(OCC(O1)C1=NC=C(C(=C1)N)F)C (2,2-dimethyl-1,3-dioxolan-4-yl)-5-fluoro-pyridin-4-amine